3-[[[(3R)-3-(tert-butoxycarbonylamino)-4-oxo-3,5-dihydro-2H-1,5-benzothiazepine-7-Carbonyl]amino]carbamoyl]-3-fluoro-piperidine-1-carboxylic acid benzyl ester C(C1=CC=CC=C1)OC(=O)N1CC(CCC1)(F)C(NNC(=O)C=1C=CC2=C(NC([C@H](CS2)NC(=O)OC(C)(C)C)=O)C1)=O